COC1CC(C1)[C@H](C=1C=C(C=CC1)N1CC2=CC(=CC(=C2C1)C(F)(F)F)CNC1(CCC1)C)C1=NN=CN1C 2-(3-((R)-((1s,3S)-3-methoxycyclobutyl)(4-methyl-4H-1,2,4-triazol-3-yl)methyl)phenyl)-6-(((1-methylcyclobutyl)amino)methyl)-4-(trifluoromethyl)isoindolin